FC1=C(C(=CC=C1)C)N1CCC(CC1)N1C(N(C=2C(C1)=CN(N2)C2CN(C2)C(C)C)CC2=C(C=CC=C2)C(F)(F)F)=O 5-[1-(2-Fluoro-6-methyl-phenyl)-piperidin-4-yl]-2-(1-isopropyl-azetidin-3-yl)-7-(2-trifluoromethyl-benzyl)-2,4,5,7-tetrahydro-pyrazolo[3,4-d]pyrimidin-6-one